Cl.CN(CCC(=O)C1=CC=CC=C1)C 3-(dimethylamino)-1-phenylpropan-1-one hydrochloride